FC=1C=C2N(C3=CC(=CC=C3N=C2NCC2=CC=C(C=C2)OC)C(=O)O)C1 2-fluoro-4-((4-methoxybenzyl)amino)pyrrolo[1,2-a]quinoxaline-8-carboxylic acid